ClC=1C=C(C=C(C1)OCOC)CC(=O)ON1C(CCC1=O)=O 2,5-dioxopyrrolidin-1-yl 2-(3-chloro-5-(methoxymethoxy)phenyl)acetate